ClC1=NC(=CC(=C1)C1=C(N=C(S1)NC(=O)N1CCC(CC1)(C)C#N)C1=CC(=CC=C1)C#N)C N-[5-(2-chloro-6-methyl-4-pyridyl)-4-(3-cyanophenyl)thiazol-2-yl]-4-cyano-4-methylpiperidine-1-carboxamide